(R)-6-(benzyloxy)-2,5,7,8-tetramethyl-2-((3E,7E)-4,8,12-trimethyltridecan-3,7,11-trien-1-yl)chromane C(C1=CC=CC=C1)OC=1C(=C2CC[C@](OC2=C(C1C)C)(CC\C=C(\CC\C=C(\CCC=C(C)C)/C)/C)C)C